C(C)(C)(C)OC(NCC(O)C=1C=NC(=NC1)Cl)=O N-[2-(2-Chloropyrimidin-5-yl)-2-hydroxyethyl]carbamic acid tert-butyl ester